MONOMETHYLFUMARAT COC(\C=C\C(=O)[O-])=O